FC1=C(C=CC=C1F)C1=CC(=NC(=N1)N)C=1N=NN(C1)CC1=NC(=CC=C1)C(C)(C)C 6-(2,3-difluorophenyl)-4-(1-{[6-(tert-butyl)-2-pyridinyl]methyl}-1H-1,2,3-triazol-4-yl)-2-pyrimidinylamine